N1N=NC2=C1C=CC(=C2)C#CC2=CN=C(C1=CN=C(C=C21)NC2=NC(=CC=C2)OCCOCCCl)NC 4-[2-(1H-benzotriazol-5-yl)ethynyl]-N6-[6-[2-(2-chloroethoxy)ethoxy]-2-pyridyl]-N1-methyl-2,7-naphthyridine-1,6-diamine